The molecule is a beta-D-glucosyl-N-acylsphingosine in which the acyl group is specified as octadecanoyl. It has a role as a mouse metabolite. It derives from an octadecanoic acid. CCCCCCCCCCCCCCCCCC(=O)N[C@@H](CO[C@H]1[C@@H]([C@H]([C@@H]([C@H](O1)CO)O)O)O)[C@@H](/C=C/CCCCCCCCCCCCC)O